4'-((2-(cyclopropylmethyl)-4-oxo-1,3-diazaspiro[4.4]non-1-en-3-yl)methyl)-N-(4,5-dimethylisoxazol-3-yl)-2'-(ethoxymethyl)-N-(methoxymethyl)-[1,1'-biphenyl]-2-sulfonamide C1(CC1)CC1=NC2(C(N1CC1=CC(=C(C=C1)C=1C(=CC=CC1)S(=O)(=O)N(COC)C1=NOC(=C1C)C)COCC)=O)CCCC2